Naphthyl-Ethylenediamine Hydrochloride Cl.C1(=CC=CC2=CC=CC=C12)NCCN